1,1,5-tetrachloropentane C(CCCl)CC(Cl)(Cl)Cl